C(C)C1=NC(=CC=C1C=1C=C(C(N(C1)C)=O)C)N1CCN(CC1)CC=1C=NC(=CC1)N1CC2(C1)OCCNC2 5-[2-ethyl-6-[4-[[6-(5-oxa-2,8-diazaspiro[3.5]nonan-2-yl)-3-pyridyl]methyl]piperazin-1-yl]-3-pyridyl]-1,3-dimethyl-pyridin-2-one